(S)-1-(6-(2,3-dichlorophenoxy)pyridin-3-yl)-4'H,6'H-spiro[piperidine-4,5'-pyrrolo[1,2-b]pyrazol]-4'-amine (trifluoroacetate) FC(C(=O)O)(F)F.ClC1=C(OC2=CC=C(C=N2)N2CCC3([C@@H](C=4N(N=CC4)C3)N)CC2)C=CC=C1Cl